5-oxooctahydropyrrolo[2,1-b][1,3]oxazepine-7-carboxamide hydrochloride Cl.O=C1N2C(OCCC1)CCC2C(=O)N